FC(C(C(F)(F)F)(O)C1=CC=C(C=C1)NC(=O)[C@@H]1N(CC2=CC(=CC=C12)S(=O)(=O)C)C(=O)C1(CC1)OC)(F)F (1R)-N-[4-(1,1,1,3,3,3-Hexafluoro-2-hydroxypropan-2-yl)phenyl]-2-[(1-methoxycyclopropyl)carbonyl]-5-(methylsulfonyl)-2,3-dihydro-1H-isoindol-1-carboxamid